CC1=CC(=CC(=C1)P(C2=C(C3=CC=CC=C3C=C2)C4=C(C=CC5=CC=CC=C54)P(C6=CC(=CC(=C6)C)C)C7=CC(=CC(=C7)C)C)C8=CC(=CC(=C8)C)C)C (S)-2,2'-bis[di(3,5-xylyl)phosphino]-1,1'-binaphthyl